4-(azetidin-1-yl)-1-(6-nitropiperidin-2-yl)pyrrolidin-2-one N1(CCC1)C1CC(N(C1)C1NC(CCC1)[N+](=O)[O-])=O